N-(1-(2-(4-chlorophenyl)hydrazine-1-carbonyl)cyclobutyl)-3-(difluoromethyl)-1-methyl-1H-pyrazole-4-carboxamide ClC1=CC=C(C=C1)NNC(=O)C1(CCC1)NC(=O)C=1C(=NN(C1)C)C(F)F